t-butyldiphenylsilyl n-butylfumarate C(CCC)/C(/C(=O)O[Si](C1=CC=CC=C1)(C1=CC=CC=C1)C(C)(C)C)=C\C(=O)[O-]